BrC1=CC=C(C=C1)C=1N=C2N(C=CC=N2)C1CN1CC2CCC(C1)N2C(=O)C2=NC(=CC=C2F)OC (3-{[2-(4-Bromophenyl)imidazo[1,2-a]pyrimidin-3-yl]methyl}-3,8-diazabicyclo[3.2.1]oct-8-yl)-(3-fluoro-6-methoxypyridin-2-yl)methanon